CC1=CC[C@@H](CC1)C(=C)C (4R)-1-methyl-4-prop-1-en-2-ylcyclohexene